NC1=NC=CC=C1C1=NC=2C(=NC(=CC2)C(=O)NC)N1C1=CC=C(C=C1)CN1CCC(CC1)NC1=NC(=NC=C1)C#N 2-(2-aminopyridin-3-yl)-3-(4-((4-((2-cyanopyrimidin-4-yl)amino)piperidin-1-yl)methyl)phenyl)-N-methyl-3H-imidazo[4,5-b]pyridine-5-carboxamide